FC1(CCN(CCC1)C1=C(C(=C(C=N1)C1=NC=CC=C1)C)C(=O)NC1=CC(=CC=C1)S(=O)(=N)C)F 6'-(4,4-difluoroazepan-1-yl)-4'-methyl-N-(3-(S-methylsulfonimidoyl)phenyl)-[2,3'-bipyridine]-5'-carboxamide